C(C)(C)(C)NS(=O)(=O)C1=C(C=CC(=C1)NC(=O)NCC1=NC=CC=C1)C1=CN=C(S1)C12CCC(CC1)(CC2)NC(OC(C)C)=O isopropyl (4-(5-(2-(N-(tert-butyl)sulfamoyl)-4-(3-(pyridin-2-ylmethyl)ureido)phenyl)thiazol-2-yl)bicyclo[2.2.2]octan-1-yl)carbamate